2-(4-(2-fluoro-4-hydroxy-3-isopropylbenzyl)-3-methyl-5-(prop-1-en-2-yl)phenoxy)-N-methylacetamide FC1=C(CC2=C(C=C(OCC(=O)NC)C=C2C(=C)C)C)C=CC(=C1C(C)C)O